1-(6-nitropyridin-3-yl)azetidine-3-carboxylic acid [N+](=O)([O-])C1=CC=C(C=N1)N1CC(C1)C(=O)O